O1CC(CC1)NC(=O)C=1N=NC=CC1 N-(tetrahydrofuran-3-yl)pyridazine-3-carboxamide